FC(C(=O)NN)(F)F 2-(2,2,2-trifluoroacetyl)hydrazine